((3-(benzyloxy)azetidine-1-yl)methyl)-2-(1H-indol-4-yl)thiophene C(C1=CC=CC=C1)OC1CN(C1)CC1=C(SC=C1)C1=C2C=CNC2=CC=C1